diethyl (2-n-butylpentylidene)malonate C(CCC)C(C=C(C(=O)OCC)C(=O)OCC)CCC